(E)-3-(5-chloro-2-fluoro-4-(4-hydroxy-3-isopropylbenzyl)-3-methylphenyl)-N,2-dimethylacrylamide ClC=1C(=C(C(=C(C1)/C=C(/C(=O)NC)\C)F)C)CC1=CC(=C(C=C1)O)C(C)C